1-methyl-N-((R)-1-(3-((R)-3-methylpiperidin-1-yl)-1,2,4-oxadiazol-5-yl)ethyl)-3-(trifluoromethyl)-1H-pyrazole-5-carboxamide CN1N=C(C=C1C(=O)N[C@H](C)C1=NC(=NO1)N1C[C@@H](CCC1)C)C(F)(F)F